3-benzyloxy-1-methyl-pyrazole-4-carbaldehyde Phosphorus [P].C(C1=CC=CC=C1)OC1=NN(C=C1C=O)C